1-(4-(4-fluorophenoxy)-2-(thiophen-2-yl)butyl)-1H-imidazole FC1=CC=C(OCCC(CN2C=NC=C2)C=2SC=CC2)C=C1